1-(2-(isoxazol-3-ylamino)-2-oxoethyl)-1-(2-((2-((2-methoxyethyl)carbamoyl)-4-methylthiophen-3-yl)amino)-2-oxoethyl)piperidin-1-ium formate C(=O)[O-].O1N=C(C=C1)NC(C[N+]1(CCCCC1)CC(=O)NC1=C(SC=C1C)C(NCCOC)=O)=O